FC1=C(C=CC(=C1)F)[C@](C(F)(F)C1=CC=C(C=N1)C1=CC=C(C=C1)N1CCN(CC1)C1=CC=C(C=O)C=C1)(CN1N=NN=C1)O (R)-4-(4-(4-(6-(2-(2,4-difluorophenyl)-1,1-difluoro-2-hydroxy-3-(1H-tetrazol-1-yl)propyl)pyridin-3-yl)phenyl)piperazin-1-yl)benzaldehyde